ClC1=C(C=CC=C1)C#CC1CCNCC1 4-[2-(2-Chlorophenyl)ethynyl]piperidine